3-oxo-1-phenyl-2,5,8,11,14-pentaoxahexadecane-16-oic acid O=C(OCC1=CC=CC=C1)COCCOCCOCCOCC(=O)O